C(CCCC(C(=O)[O-])CC(=O)[O-])C(C(=O)[O-])CC(=O)[O-].[Na+].[Na+].[Na+].[Na+] sodium butylenebissuccinate